C(C1=CC=CC=C1)OC=1C=CC(=C2C=CC=NC12)NC1CCN(CC1)CC(=O)N1[C@@H](C[C@@H](C1)F)C#N (2S,4S)-1-[2-[4-[(8-benzyloxy-5-quinolinyl)amino]-1-piperidinyl]acetyl]-4-fluoro-pyrrolidine-2-carbonitrile